(2S)-3-(8-(5-chloronaphthalen-2-ylsulfonyl)-1-oxa-8-azaspiro[4.5]decan-3-ylamino)-2-hydroxypropoxy-N-methylbenzenesulfonamide ClC1=C2C=CC(=CC2=CC=C1)S(=O)(=O)N1CCC2(CC(CO2)NC[C@@H](COC2=C(C=CC=C2)S(=O)(=O)NC)O)CC1